(2,4-dihydroxy-phenyl)-phenyl-methanone OC1=C(C=CC(=C1)O)C(=O)C1=CC=CC=C1